methyl 4-{5-bromo-3-[(3,5-difluorophenyl)methoxy]pyridin-2-yl}thiophene-2-carboxylate BrC=1C=C(C(=NC1)C=1C=C(SC1)C(=O)OC)OCC1=CC(=CC(=C1)F)F